3-(4-(Trifluoromethyl)styryl)azetidine-3-carbonitrile FC(C1=CC=C(C=CC2(CNC2)C#N)C=C1)(F)F